tert-butyl 3-(5-chloro-3-[1,2,4]triazolo[4,3-c]pyrimidinyl)-5-methoxy-1H-indole-1-carboxylate ClC1=NC=CC=2N1C(=NN2)C2=CN(C1=CC=C(C=C21)OC)C(=O)OC(C)(C)C